2-(5-fluoro-2-(hydroxymethyl)benzyl)-7-(2-((1-hydroxy-prop-2-yl)amino)-5-methylpyrimidin-4-yl)-3,4-dihydropyrrolo[1,2-a]pyrazin-1(2H)-one FC=1C=CC(=C(CN2C(C=3N(CC2)C=C(C3)C3=NC(=NC=C3C)NC(CO)C)=O)C1)CO